2-phenylsulphenylanthraquinone C1(=CC=CC=C1)SC1=CC=2C(C3=CC=CC=C3C(C2C=C1)=O)=O